N1=C2C(=NC=C1)N=CC(=C2)C=2C=CN1N=C(N=CC12)C1(CC(C1)N)N 1-(5-(pyrido[2,3-b]pyrazin-7-yl)pyrrolo[2,1-f][1,2,4]triazin-2-yl)cyclobutane-1,3-diamine